N-(4-(7,8-difluoro-3,4-dihydro-spiro[benzo[c]azepin-5,1'-cyclopropane]-2(1H)-yl)-2,6-dimethylphenyl)-3,3-dimethylbutyramide FC1=CC2=C(CN(CCC23CC3)C3=CC(=C(C(=C3)C)NC(CC(C)(C)C)=O)C)C=C1F